(S)-N-(4-cyclobutyl-1-methyl-3-(2-phenylthiazol-5-yl)-1H-pyrazol-5-yl)-2-(2,2,3,3-tetrafluorocyclobutyl)acetamide C1(CCC1)C=1C(=NN(C1NC(C[C@@H]1C(C(C1)(F)F)(F)F)=O)C)C1=CN=C(S1)C1=CC=CC=C1